2-(3-((2-(2-fluorophenyl)-4-((methylamino)methyl)-1H-pyrrol-1-yl)sulfonyl)phenoxy)-N-methylacetamide hydrogen chloride Cl.FC1=C(C=CC=C1)C=1N(C=C(C1)CNC)S(=O)(=O)C=1C=C(OCC(=O)NC)C=CC1